NC(CC(=O)O)C1=CC(=C(C=C1)OC)OC 3-amino-3-(3,4-dimethoxyphenyl)propionic acid